5-amino-2,6-dichloro-pyrimidine-4-carboxylic acid ethyl ester C(C)OC(=O)C1=NC(=NC(=C1N)Cl)Cl